carbon undecene C=CCCCCCCCCC.[C]